cyanoacetic acid methyl-malonate CC(C(=O)O)C(=O)O.C(#N)CC(=O)O